5-chloro-2-fluoro-4-({4-[(3aR,6aS)-hexahydropyrrolo[3,4-c]pyrrol-2(1H)-yl]butyl}amino)-N-1,3-thiazol-2-ylbenzenesulfonamide ClC=1C(=CC(=C(C1)S(=O)(=O)NC=1SC=CN1)F)NCCCCN1C[C@@H]2CNC[C@@H]2C1